(6-(2,2,2-trifluoroethoxy)pyrimidin-4-yl)methanamine hydrochloride Cl.FC(COC1=CC(=NC=N1)CN)(F)F